ClC=1C=NC(=C(C(=O)O)C1)NC(=O)C12CC(C1)(C2)C(F)(F)F 5-chloro-2-(3-(trifluoromethyl)bicyclo[1.1.1]pentane-1-carboxamido)nicotinic acid